5-Hydroxy-Indol OC=1C=C2C=CNC2=CC1